CC1(CC1)C1=CC=C(C=C1)OC 1-(1-methylcyclopropyl)4-methoxybenzene